7-(3-(4-(trifluoromethyl)phenyl)-1-(2-(trifluoromethyl)pyrimidin-4-yl)-1H-pyrazol-4-yl)-1,7-naphthyridin-8(7H)-one FC(C1=CC=C(C=C1)C1=NN(C=C1N1C=CC=2C=CC=NC2C1=O)C1=NC(=NC=C1)C(F)(F)F)(F)F